O1C(CCCC1)O[C@@H](C)C=1N(C=CN1)CC1=NOC(=C1)C1=CC=C(C=C1)C#CC1=CC=C(CNCC(=O)OC)C=C1 Methyl (4-((4-(3-((2-((1S)-1-((tetrahydro-2H-pyran-2-yl)oxy)ethyl)-1H-imidazol-1-yl)methyl)isoxazol-5-yl)phenyl)ethynyl)benzyl)glycinate